NC([C@H](CCC(=O)OC(C)(C)C)N1C(C2=CC=C(C=C2C1)O[C@@H]1CN(CC1)CC=1C=C2C=NC(=NC2=C(C1)C1CC1)N1CCOCC1)=O)=O tert-butyl (S)-5-amino-4-(5-(((S)-1-((8-cyclopropyl-2-morpholinoquinazolin-6-yl) methyl) pyrrolidin-3-yl) oxy)-1-oxoisoindolin-2-yl)-5-oxopentanoate